4-methoxy-2,2'-dibromo-1,1'-biphenyl COC1=CC(=C(C=C1)C1=C(C=CC=C1)Br)Br